C([O-])(O)=O.[NH4+].O water ammonium bicarbonate